ethyl 7-(((S)-1-((2S,4R)-4-hydroxy-2-((4-(4-methylthiazol-5-yl)benzyl)carbamoyl)pyrrolidin-1-yl)-3,3-dimethyl-1-oxobutan-2-yl)amino)-7-oxoheptanoate O[C@@H]1C[C@H](N(C1)C([C@H](C(C)(C)C)NC(CCCCCC(=O)OCC)=O)=O)C(NCC1=CC=C(C=C1)C1=C(N=CS1)C)=O